N1=C(N=CC=C1)OC=1C=C(OC2=C(C=CC=C2)/C(/C(=O)OC)=C\OC)C=CC1 methyl (E)-2-[2-[3-(pyrimidin-2-yloxy) phenoxy] phenyl]-3-methoxypropenoate